8-(6-(1-(2-(5-azaspiro[2.4]heptan-5-yl)ethoxy)-2,2,2-trifluoroethyl)pyridin-3-yl)-1-(3-methoxycyclobutyl)-3-methyl-1,3-dihydro-2H-imidazo[4,5-c]cinnolin-2-one C1CC12CN(CC2)CCOC(C(F)(F)F)C2=CC=C(C=N2)C2=CC=1C3=C(N=NC1C=C2)N(C(N3C3CC(C3)OC)=O)C